BrC1=CC=C2C=NN(C2=C1)C1=CN=CS1 5-(6-Bromo-1H-indazol-1-yl)thiazole